CC(C)(CC=O)NC(OC(C)(C)C)=O tert-butyl (2-methyl-4-oxobutan-2-yl)carbamate